1-octadecyl-2-heptadecanoyl-glycero-3-phospho-(1'-sn-glycerol) CCCCCCCCCCCCCCCCCCOC[C@H](COP(=O)(O)OC[C@H](CO)O)OC(=O)CCCCCCCCCCCCCCCC